CC=1C=C(C=CC1)N(C1=CC=C(C=C1)C1=CC=C(C=C1)N(C1=CC=CC=C1)C1=CC(=CC=C1)C)C1=CC=CC=C1 N,N'-bis-(3-methylphenyl)-N,N'-diphenyl-[1,1'-biphenyl]-4,4'-diamine